2,6-Difluoro-3-(1-methyl-6-(1-(methylsulfonyl)-1,4-diazaspiro[5.5]undecan-4-yl)-1H-pyrazolo[3,4-d]pyrimidin-3-yl)-5-(trifluoromethyl)phenol FC1=C(C(=C(C=C1C1=NN(C2=NC(=NC=C21)N2CCN(C1(C2)CCCCC1)S(=O)(=O)C)C)C(F)(F)F)F)O